C1OCC2C1CN(C2)C2=C(C=O)C=CC=C2 2-(tetrahydro-1H-furo[3,4-c]pyrrol-5(3H)-yl)benzaldehyde